(+)-N-[5-(2-chloro-5-cyanophenyl)-1H-indazol-3-yl]-6,6-dimethylpiperidine-3-carboxamide ClC1=C(C=C(C=C1)C#N)C=1C=C2C(=NNC2=CC1)NC(=O)C1CNC(CC1)(C)C